3-[4-(cyclopropanecarbonylamino)-2-pyrrolidin-1-ylphenyl]-6,8-dihydro-5H-imidazo[1,5-a]pyrazine-7-carboxylic acid benzyl ester C(C1=CC=CC=C1)OC(=O)N1CC=2N(CC1)C(=NC2)C2=C(C=C(C=C2)NC(=O)C2CC2)N2CCCC2